ClC1=C(C(OC2=CC(=C(C=C12)[N+](=O)[O-])N(CC)CC)=O)C=O 4-chloro-7-(diethylamino)-6-nitro-2-oxo-2H-chromene-3-carbaldehyde